C(C)OC(C(C=O)C)=O 2-methyl-3-oxopropanoic acid ethyl ester